FC1=C(C2=C(OCCO2)C=C1NC1=NC(=CC(=N1)NC)C)C=1CC[C@H](NCC1)C |o1:24| N2-[6-fluoro-5-[rel-(2R)-2-methyl-2,3,4,7-tetrahydro-1H-azepin-5-yl]-2,3-dihydro-1,4-benzodioxin-7-yl]-N4,6-dimethyl-pyrimidine-2,4-diamine